C1(CC1)N(C=1C2=C(N=CN1)CN(CC2)C(=O)C2=C(OC=1N=CN=C(C12)NC1(CC1)C)C)C 5-{4-[cyclopropyl(methyl)amino]-5H,6H,7H,8H-pyrido[3,4-d]pyrimidine-7-carbonyl}-6-methyl-N-(1-methylcyclopropyl)furo[2,3-d]pyrimidin-4-amine